ethyl-tert-butyl malonate C(CC(=O)[O-])(=O)OC(CCC)(C)C